ClC=1C(=NC(=NC1)NC=1C=C2CCCNC2=CC1)NC1=C(C=CC=C1)P(C)C (2-((5-Chloro-2-((1,2,3,4-tetrahydroquinolin-6-yl)amino)pyrimidin-4-yl)amino)phenyl)dimethylphosphine